Thioglycerole hydrochloride Cl.SCC(O)CO